NC1=C(C=2C(=NC(=C(C2)C)C)N1C1=C(C(=CC=C1C)O)C)C(=O)C1=NC2=C(N1)C=CC=C2 (2-amino-1-(3-hydroxy-2,6-dimethylphenyl)-5,6-dimethyl-1H-pyrrolo[2,3-b]pyridin-3-yl)(1H-benzo[d]imidazol-2-yl)methanone